1-((1-acetyl-4-fluoropiperidin-4-yl)methyl)-4-chloro-N-(3-fluoro-5-(phenylethynyl)pyridin-2-yl)-1H-pyrazole-5-carboxamide C(C)(=O)N1CCC(CC1)(F)CN1N=CC(=C1C(=O)NC1=NC=C(C=C1F)C#CC1=CC=CC=C1)Cl